6-((1H-pyrazol-1-yl)methyl)-3-bromo-2-fluoroaniline N1(N=CC=C1)CC1=CC=C(C(=C1N)F)Br